C[C@H]1CN(C[C@H](N1)C)C1=C2C(=NC=C1)N(CC2)C(=O)NC=2C(=CC=1N(C2)N=C(N1)C)OCC 4-((3S,5R)-3,5-dimethylpiperazin-1-yl)-N-(7-ethoxy-2-methyl-[1,2,4]triazolo[1,5-a]pyridin-6-yl)-2,3-dihydro-1H-pyrrolo[2,3-b]pyridine-1-carboxamide